1-cyclohexyl-N-(9H-fluoren-9-yl)methanimine C1(CCCCC1)C=NC1C2=CC=CC=C2C=2C=CC=CC12